ClC1=CC=C(C=2NC3=C(C=CC=C3C(C12)=O)OC)C(=O)NCCCCCC(=O)O 6-(1-chloro-5-methoxy-9-oxo-9,10-dihydroacridin-4-carboxamido)hexanoic acid